(S,Z)-N-(1-(2-chloro-6-methylphenyl)-1,7-dihydropyrano[3,4-c]pyrazol-4(5H)-ylidene)-2-methylpropane-2-sulfinamide ClC1=C(C(=CC=C1)C)N1N=CC/2=C1COC\C2=N/[S@@](=O)C(C)(C)C